2-hydroxy-pyridine-3-sulfonamide OC1=NC=CC=C1S(=O)(=O)N